ClC=1C=C(C=CC1F)NC(N(CC(C)C)[C@@H](C)C1=CNC(C2=C(C=C(C=C12)F)F)=O)=O (S)-3-(3-chloro-4-fluorophenyl)-1-(1-(6,8-difluoro-1-oxo-1,2-dihydroisoquinolin-4-yl)ethyl)-1-isobutylurea